C(C)(=O)N1C(/C(/NC(C1)=O)=C/C=1N=CN(C1C(C)C)CCOCC)=O (Z)-1-acetyl-3-((1-(2-ethoxyethyl)-5-isopropyl-1H-imidazol-4-yl)methylene)piperazine-2,5-dione